CC=1C=C(C=NC1C)NC(C(=O)N1[C@H](CC[C@@H](C1)C)C1=CC=CC=C1)=O N-(5,6-Dimethyl-3-pyridyl)-2-[(2R,5S)-5-methyl-2-phenyl-1-piperidyl]-2-oxo-acetamide